BrC1=C(N(C2=NC=CC=C21)C(=O)OC(C)(C)C)C Tert-Butyl 3-bromo-2-methyl-1H-pyrrolo[2,3-b]pyridine-1-carboxylate